N-(6-((5-bromo-2-((5-ethyl-2-methoxy-4-(4-(4-methylpiperazin-1-yl)piperidine-1-yl)phenyl)amino)pyrimidin-4-yl)amino)benzo[d][1,3]dioxol-5-yl)-N-methylmethanesulfonamide BrC=1C(=NC(=NC1)NC1=C(C=C(C(=C1)CC)N1CCC(CC1)N1CCN(CC1)C)OC)NC=1C(=CC2=C(OCO2)C1)N(S(=O)(=O)C)C